NC1(CCN(CC1)C1=CN=C2C(=N1)NN=C2C=2C(=C(C=CC2)N2CCN(CC2)CC=2C=C1CN(C(C1=CC2)=O)C2C(NC(CC2)=O)=O)Cl)C 3-(5-((4-(3-(6-(4-amino-4-methylpiperidin-1-yl)-1H-pyrazolo[3,4-b]pyrazin-3-yl)-2-chlorophenyl)piperazin-1-yl)methyl)-1-oxoisoindolin-2-yl)piperidine-2,6-dione